2,4-dimethylimidazo[1,2-a][1,8]naphthyridine-8-carbohydrazide CC=1C=C(C=2C=CC=3N(C2N1)C=C(N3)C(=O)NN)C